N-palmityl-palmitic acid amide C(CCCCCCCCCCCCCCC)NC(CCCCCCCCCCCCCCC)=O